2-{5-[(1S)-1-(1,3-dioxo-1,3-dihydro-2H-isoindol-2-yl)ethyl]-3-methoxy-1H-1,2,4-triazol-1-yl}-1,3-thiazole-5-carbonitrile O=C1N(C(C2=CC=CC=C12)=O)[C@@H](C)C1=NC(=NN1C=1SC(=CN1)C#N)OC